1-((hexahydrocyclopenta[c]pyrrol-5-yl)methyl)-2-thioxo-1,2,3,5-tetrahydro-4H-pyrrolo[3,2-d]pyrimidin-4-one C1NCC2C1=CC(C2)CN2C(NC(C1=C2C=CN1)=O)=S